ClC1=CC2=C(N(C(N=C2N2[C@H](CN(CC2)C(=O)OC(C)(C)C)C)=O)C=2C(=NC=CC2C)C(C)C)N=C1Cl tert-butyl (S)-4-(6,7-dichloro-1-(2-isopropyl-4-methylpyridin-3-yl)-2-oxo-1,2-dihydropyrido[2,3-d]pyrimidin-4-yl)-3-methylpiperazine-1-carboxylate